tert-butyl-(S)-3-(4-amino-7-propionyl-3-(pyrazolo[1,5-a]pyridin-6-ylethynyl)-1H-pyrazolo[4,3-c]pyridin-1-yl)pyrrolidine-1-carboxylate C(C)(C)(C)OC(=O)N1C[C@H](CC1)N1N=C(C=2C(=NC=C(C21)C(CC)=O)N)C#CC=2C=CC=1N(C2)N=CC1